COC=1C=C(CN2C=NC3=C(C=C(C=C3C2=O)C=C)C=2C(=NN(C2)C)C(F)(F)F)C=C(C1)OC 3-(3,5-dimethoxybenzyl)-8-(1-methyl-3-(trifluoromethyl)-1H-pyrazol-4-yl)-6-vinylquinazolin-4(3H)-one